ClC1=NC=C2C=C(N=C(C2=C1)N1CC(OC(C1)C)C)C1=C(C(=CC(=C1F)OC)OC)F 4-(7-chloro-3-(2,6-difluoro-3,5-dimethoxyphenyl)-2,6-naphthyridin-1-yl)-2,6-dimethylmorpholine